OC1CN(CCC1)C1=NC=C(C#N)C=C1 6-(3-hydroxypiperidin-1-yl)nicotinonitrile